2-((5-methylisoxazol-3-yl)methyl)-2H-pyrazolo[4,3-b]Pyridine-5-carboxylic acid methyl ester COC(=O)C=1C=CC=2C(N1)=CN(N2)CC2=NOC(=C2)C